FC(OC=1C=CC(=NC1)N)(F)F 5-(trifluoromethoxy)-pyridine-2-amine